CC1(OCC(CO1)CN1C[C@@H](CCC1)C1=CN=C2C(=N1)N=C(C=C2)C2=C(C=C(C=C2C)C)O)C 2-[3-[(3R)-1-[(2,2-dimethyl-1,3-dioxan-5-yl)methyl]-3-piperidyl]pyrido[2,3-b]pyrazin-6-yl]-3,5-dimethyl-phenol